N1=C(C=CC=2CCCNC12)C[C@H]1C[C@H](C1)C(=O)NC[C@@H](C(=O)OCC)NS(=O)(=O)C1=C(C=C(C=C1C)C)C Ethyl (S)-3-(cis-3-((5,6,7,8-tetrahydro-1,8-naphthyridin-2-yl)methyl)cyclobutane-1-carboxamido)-2-((2,4,6-trimethylphenyl)sulfonamido)propanoate